ClC1=C(C=2N=C(N=C(C2C=N1)N1CC2CCC(C1)N2C(=O)OC(C)(C)C)OCC21CCC3N1C(CC2)CC3)F tert-butyl 3-(7-chloro-8-fluoro-2-((octahydro-2aH-pyrrolo[2,1,5-cd]pyrrolizin-2a-yl) methoxy) pyrido[4,3-d]pyrimidin-4-yl)-3,8-diazabicyclo[3.2.1]octane-8-carboxylate